tert-butyl 2-(5-hydroxypent-1-yn-1-yl)benzoate OCCCC#CC1=C(C(=O)OC(C)(C)C)C=CC=C1